C(C)(=O)OC1=C(C(=CC=C1)C=O)C 3-formyl-2-methylphenyl acetate